N6-(carbobenzoxy)-N2-methyl-L-lysine C(=O)(OCC1=CC=CC=C1)NCCCC[C@H](NC)C(=O)O